Tert-Butyl N-[2-[2-(2-prop-2-ynoxyethoxy)ethoxy]ethyl]carbamate C(C#C)OCCOCCOCCNC(OC(C)(C)C)=O